ClC=1C=C(C=CC1F)C(CO)(C)NC1=NC2=C(N1)C=CC=C2CN2C(CCC2)=O 1-[(2-{[2-(3-chloro-4-fluorophenyl)-1-hydroxypropan-2-yl]amino}-1H-1,3-benzodiazol-4-yl)methyl]pyrrolidin-2-one